C([C@H](O)[C@@H](O)C(=O)O)(=O)O R,R-Tartaric acid